C(#N)C=1C=C(C2=C(N(C(=N2)NC=2C=C(C(=O)NO)C=CC2)C)C1)C(F)(F)F 3-((6-cyano-1-methyl-4-(trifluoromethyl)-1H-benzo[d]imidazol-2-yl)amino)-N-hydroxybenzamide